FC1(CCN(CC1)C(=O)C=1C=C2C(=NC1)N(C=C2)C=2C=CC(=NC2)C=O)F 5-(5-(4,4-difluoropiperidine-1-carbonyl)-1H-pyrrolo[2,3-b]pyridin-1-yl)picolinaldehyde